diethylsilyl-bis(diethylcyclopentadienyl)zirconium diiodide [I-].[I-].C(C)[SiH](CC)[Zr+2](C1(C(=CC=C1)CC)CC)C1(C(=CC=C1)CC)CC